C(C)OC(\C=C/C(=O)N(C([2H])([2H])[2H])C1=C(C=C(C(=C1)Cl)F)F)=O.NCCNC(CCCOC1=C(C=C(C(=C1)[N+](=O)[O-])CO)OC)=O N-(2-aminoethyl)-4-(4-(hydroxymethyl)-2-methoxy-5-nitrophenoxy)butyramide ethyl-(Z)-4-((5-chloro-2,4-difluorophenyl)(methyl-d3)amino)-4-oxobut-2-enoate